C1(CCCC1)[C@@H](CN)C (S)-2-cyclopentyl-1-propylamine